CN(C1=CC(=C(C=C1)OC)NC([C@@H](NCCCCCCC)C)=O)C1=CC(OC2=CC=CC=C12)=O 4-(N-methyl-N-(3-(N-N-heptyl-L-alanylamino)-4-methoxyphenyl)-amino)coumarin